[(7S,9aR)-7-(3-chloro-4-fluorophenyl)-7-hydroxy-3,4,6,8,9,9a-hexahydro-1H-pyrido[1,2-a]pyrazin-2-yl]-[2-chloro-3-[3-fluoro-3-(hydroxymethyl)azetidin-1-yl]phenyl]methanone ClC=1C=C(C=CC1F)[C@]1(CC[C@H]2N(CCN(C2)C(=O)C2=C(C(=CC=C2)N2CC(C2)(CO)F)Cl)C1)O